(2R)-3-(4-amino-3-bromo-phenyl)-2-(9H-fluoren-9-ylmethoxycarbonylamino)propanoic acid NC1=C(C=C(C=C1)C[C@H](C(=O)O)NC(=O)OCC1C2=CC=CC=C2C=2C=CC=CC12)Br